[NH4+].S(=O)(=O)(OC1=C(C=CC=C1)CC=C)[O-] allylphenyl sulfate ammonium